C(=O)=[W](=C=O)(=C=O)(=C=O)(=C=O)=C=O Hexacarbonyl-tungsten